C1(CC1)CC(C1=CC(=C(C=C1)C(C)C)F)NC(=O)C1N(CC(C1)F)C(CC1=CN=NN1)=O N-{2-cyclopropyl-1-[3-fluoro-4-(prop-2-yl)phenyl]ethyl}-4-fluoro-1-[2-(1H-1,2,3-triazol-5-yl)acetyl]pyrrolidine-2-carboxamide